OCCNC1=C2C(=NC=C1)N(N=C2CNC(OC(C)(C)C)=O)C2=CC=C(C=C2)OC(F)(F)F tert-butyl ((4-((2-hydroxyethyl)amino)-1-(4-(trifluoromethoxy)phenyl)-1H-pyrazolo[3,4-b]pyridin-3-yl)methyl)carbamate